fluoro-6-hydroxy-[1,1'-biphenyl]-3-carboxylate FC1=C(C(=CC=C1C(=O)[O-])O)C1=CC=CC=C1